(3-(5-(5-(2,3-Dihydro-1H-inden-4-yl)-6-methoxy-1H-pyrazolo[4,3-b]pyridin-3-yl)pyridin-2-yl)pyrrolidin-1-yl)((R)-4-methylmorpholin-3-yl)methanone C1CCC2=C(C=CC=C12)C1=C(C=C2C(=N1)C(=NN2)C=2C=CC(=NC2)C2CN(CC2)C(=O)[C@@H]2N(CCOC2)C)OC